N-(2-(((2R,3R,4R,5S,6S)-6-((7H-purin-6-yl)amino)-4,5-dihydroxy-2-(hydroxymethyl)tetrahydro-2H-pyran-3-yl)amino)-2-oxoethyl)-N-methyl-2-(methylamino)acetamide N1=CN=C2N=CNC2=C1N[C@@H]1[C@H]([C@@H]([C@H]([C@@H](O1)CO)NC(CN(C(CNC)=O)C)=O)O)O